ClCC(=O)N[C@H](C(=O)OCC1=CC(=NC(=C1)Cl)Cl)CC=1C=NC(=CC1)C (2,6-Dichloropyridin-4-yl)methyl (S)-2-(2-chloroacetamido)-3-(6-methylpyridin-3-yl)propanoate